C(C)(C)(C)OC(=O)C1(CCOCC1)C1=C(C(=C(C=C1)N)N(CC1=CC=CC=C1)CC1=CC=CC=C1)F 4-[4-amino-3-(dibenzylamino)-2-fluorophenyl]tetrahydropyran-4-carboxylic acid tert-butyl ester